(R)-1-(1-(4-(cyanomethyl)piperidin-1-yl)-1,6-dihydroimidazo[4,5-d]pyrrolo[2,3-b]pyridin-2-yl)ethyl dimethylglycinate CN(CC(=O)O[C@H](C)C1=NC=2C(=C3C(=NC2)NC=C3)N1N1CCC(CC1)CC#N)C